(4-bromo-2-pyridinyl) dimethylpropionate potassium [K].CC(C(=O)OC1=NC=CC(=C1)Br)(C)C